C(CCC)OC(=O)C=1C2=C(OC1)O2 epoxyfuroic acid butyl ester